C1=C(C=CC=2C3=CC=CC=C3C3(C12)C1=CC=CC=C1C=1C=CC=CC13)C1=NC(=NC(=N1)C1=CC=3C2(C4=CC=CC=C4C3C=C1)C1=CC=CC=C1C=1C=CC=CC12)C1=CC=2C3(C4=CC=CC=C4C2C=C1)C1=CC=CC=C1C=1C=CC=CC13 2,4,6-tris(9,9'-spirobifluoren-2-yl)1,3,5-triazine